N1=CC(=CC=C1)C=1CCN(CC1)C(=O)OC(C)(C)C Tert-Butyl 3',6'-dihydro[3,4'-bipyridine]-1'(2'H)-carboxylate